4-((2-amino-3-chloropyridin-4-yl)thio)-7-(4-amino-4-methylpiperidin-1-yl)-1,2-dihydro-3H-pyrrolo[3,4-c]pyridin-3-one NC1=NC=CC(=C1Cl)SC1=NC=C(C2=C1C(NC2)=O)N2CCC(CC2)(C)N